N,3-dimethoxy-N-methyl-propionamide CON(C(CCOC)=O)C